2,4-bis(trichloromethyl)-6-[2-(2-furyl)vinyl]s-triazine ClC(C1=NC(=NC(=N1)C(Cl)(Cl)Cl)C=CC=1OC=CC1)(Cl)Cl